N-[(2S)-1-(fluoromethoxy)-4-methylpent-2-yl]-5-(3-methoxyazetidin-1-yl)-6-[(oxetan-3-yl)methoxy]pyridine-2-carboxamide FCOC[C@H](CC(C)C)NC(=O)C1=NC(=C(C=C1)N1CC(C1)OC)OCC1COC1